C1CC12CCN(CC2)CC2=CC1=C(NC(=N1)C=1C=C(C=CC1)C1=C(C=C(C=C1)F)C1=NN=CN1C)C(=C2)C(F)(F)F 5-((6-azaspiro[2.5]oct-6-yl)methyl)-2-(4'-fluoro-2'-(4-methyl-4H-1,2,4-triazol-3-yl)-[1,1'-biphenyl]-3-yl)-7-(trifluoromethyl)-1H-benzo[d]imidazole